7-azabenzotri-azole N1N=NC2=C1N=CC=C2